(2S)-oxocyclopentane-2-carboxylic acid O=C1[C@H](CCC1)C(=O)O